C(CC)O.C(CC)O.C(CC)O.C(CC)O.[Ti] titanium tetra(n-propanol)